N-(1-(3-Aminophenyl)-2-(benzylamino)-2-oxoethyl)-N-(4-methoxyphenyl)-propiolamide NC=1C=C(C=CC1)C(C(=O)NCC1=CC=CC=C1)N(C(C#C)=O)C1=CC=C(C=C1)OC